(2-bromo-3-pyridyl)methanol BrC1=NC=CC=C1CO